acryloylphosphate C(C=C)(=O)OP(=O)([O-])[O-]